6-(4-bromo-2-fluoro-phenylamino)-7-fluoro-3-methyl-3H-benzoimidazole BrC1=CC(=C(C=C1)NC=1C=CC2=C(N=CN2C)C1F)F